2-[(12AR)-10-chloro-8-fluoro-1,2,3,4,12,12a-hexahydro-6H-pyrazino[2,1-c][1,4]benzoxazepin-9-yl]-3-methylphenol ClC1=C(C(=CC=2CN3[C@@H](COC21)CNCC3)F)C3=C(C=CC=C3C)O